(1-(chlorosulfonyl)-3-phenylpropan-2-yl)carbamic acid tert-butyl ester C(C)(C)(C)OC(NC(CS(=O)(=O)Cl)CC1=CC=CC=C1)=O